ClC=1C=NC=CC1NC1=C(C(=O)O)C=CC=C1 2-((3-chloropyridin-4-yl)amino)benzoic acid